[Cl-].C(C)N1CN(C=C1)C L-1-ethyl-3-methylimidazole chloride